CN(\C=N\NC(=O)C1C(CC1)C1=CC(=CC=C1)[N+](=O)[O-])C (E)-N,N-dimethyl-N'-(2-(3-nitrophenyl)cyclobutanecarbonyl)formohydrazonamide